ON=C(N)C1=NON=C1 N'-hydroxyl-1,2,5-oxadiazol-3-amidine